NC=1N=CN(C(C1C(=O)OC)=O)C1=C(C=C(C=C1C)C)C methyl 4-amino-1-mesityl-6-oxo-1,6-dihydropyrimidine-5-carboxylate